CC1(C2=CC=CC=C2OC=2C(=CC=CC12)C1=NC=CC(=C1)C(C)(C)[2H])C 2-(9,9-dimethyl-9H-xanthen-4-yl)-4-(propan-2-yl-2-d)pyridine